tert-butyl 5-[5-chloro-6-[[4-methyl-6-(methylamino) pyrimidin-2-yl] amino]-1,3-benzodioxol-4-yl]-2-methyl-2,3,4,7-tetrahydroazepine-1-carboxylate ClC1=C(C2=C(OCO2)C=C1NC1=NC(=CC(=N1)C)NC)C=1CCC(N(CC1)C(=O)OC(C)(C)C)C